6-(2-amino-5-(4-(4-(2-cyclopropylethyl)piperazin-1-yl)phenyl)-6-fluoropyridin-3-yl)-8-fluoro-3,4-dihydroisoquinolin-1(2H)-one NC1=NC(=C(C=C1C=1C=C2CCNC(C2=C(C1)F)=O)C1=CC=C(C=C1)N1CCN(CC1)CCC1CC1)F